C(C1=CC=CC=C1)OCCC(C(F)(F)F)O 4-(benzyloxy)-1,1,1-trifluorobutan-2-ol